FC(C1(OC2=CC=CC=C2C=C1C1=CC=C(C=C1)F)O)(F)F 2-trifluoromethyl-2-hydroxy-3-(4-fluorophenyl)-2H-chromene